tert-butyl (R)-4-(1-(3-cyano-6-(4-(1,4-dimethyl-1H-pyrazol-5-yl)piperidin-1-yl)-2-(trifluoromethyl)pyridin-4-yl)azetidin-3-yl)-3-(methoxymethyl)piperazine-1-carboxylate C(#N)C=1C(=NC(=CC1N1CC(C1)N1[C@H](CN(CC1)C(=O)OC(C)(C)C)COC)N1CCC(CC1)C1=C(C=NN1C)C)C(F)(F)F